4-fluoro-2'-hydroxy-4'-methoxy-3'-(piperidin-1-yl)methyl-chalcone FC1=CC=C(C=C1)\C=C\C(=O)C1=C(C(=C(C=C1)OC)CN1CCCCC1)O